COC=1OC2=C(C1C(=O)N[C@@H]1CN(CC1)CC(N1[C@@H](C[C@@H](C1)F)C#N)=O)C=CC=C2 methoxy-N-[(3S)-1-[2-oxo-2-[(2S,4S)-2-cyano-4-fluoro-pyrrolidin-1-yl]ethyl]pyrrolidin-3-yl]benzofuran-3-carboxamide